5-Methyl-2-(1-methyl-1H-imidazol-2-yl)-6-(1-methyl-1H-pyrazol-3-yl)-N-(4-morpholinopyridin-2-yl)pyrrolo[2,1-f][1,2,4]triazin-4-amine CC=1C(=CN2N=C(N=C(C21)NC2=NC=CC(=C2)N2CCOCC2)C=2N(C=CN2)C)C2=NN(C=C2)C